C(C=C)(=O)N1C(CN(CC1)C1=NC(=NC=2CC(CCC12)N1CCC2=CC=C(C=C12)O)OCC1N(CCC1)C)CC#N 2-(1-acryloyl-4-(7-(6-hydroxyindolin-1-yl)-2-((1-methylpyrrolidin-2-yl)methoxy)-5,6,7,8-tetrahydroquinazolin-4-yl)piperazin-2-yl)acetonitrile